C(C)[C@@H]1[C@H]([C@@H]1C=1C=NN(C1)C)C(=O)NC=1N=CC2=CC(=C(C=C2C1)N1CCN(CC1)[C@@]1(COC[C@@H]1F)C)C (1R,2S,3R)-2-ethyl-N-[6-[(3R,4R)-4-(4-fluoro-3-methyl-tetrahydrofuran-3-yl)piperazin-1-yl]-7-methyl-3-isoquinolinyl]-3-(1-methylpyrazol-4-yl)cyclopropanecarboxamide